O1C=C(C=C1)CN1C2=C(SCC1=O)SC(=C2)C(=O)OC methyl 1-(furan-3-ylmethyl)-2-oxo-2,3-dihydro-1H-thieno[2,3-b][1,4]thiazine-6-carboxylate